bromo-2H-[1,2'-bipyridyl]-2-one BrC=1C(N(C=CC1)C1=NC=CC=C1)=O